O[C@H]1OCCC1 (S)-(+)-hydroxytetrahydrofuran